NC=1C=C(C(=C(C1)C=1C=C(C(N(C1)C)=O)N1CCOCC1)C)O 5-(5-amino-3-hydroxy-2-methyl-phenyl)-1-methyl-3-morpholino-pyridin-2-one